N1C(=CC2=CC=CC=C12)CCCC1=CC=CC=C1 1-(1H-indole-2-yl)-3-phenylpropan